(2,2,4,4-tetramethyl-1,3-cyclobutanediol) diglycolate C(COCC(=O)O)(=O)O.CC1(C(C(C1O)(C)C)O)C